OC=1C=CC(=C(C1)C=1C=NC=C(C=O)C1)OC 5-(5-hydroxy-2-methoxyphenyl)nicotinaldehyde